ClC1=C(C=CC(=C1)CNC1=C2C(=NC=N1)N(N=C2)C)S(=O)(=O)N 2-Chloro-4-(((1-methyl-1H-pyrazolo[3,4-d]pyrimidin-4-yl)amino)methyl)-benzenesulfonamide